3',3'-dimethyl-5'-oxo-2',3',4',5'-tetrahydro-[1,1'-biphenyl]-4-carboxylic acid CC1(CC(=CC(C1)=O)C1=CC=C(C=C1)C(=O)O)C